NC1=C(C=C(N=N1)C1=C(C=CC=C1)O)N1CC2CCC(C1)N2C2=CC(=NC=C2)C#CCN2CC1(CN(C1)C)CC2 2-[6-amino-5-[8-[2-[3-(2-methyl-2,6-diazaspiro[3.4]oct-6-yl)prop-1-ynyl]-4-pyridinyl]-3,8-diazabicyclo[3.2.1]oct-3-yl]pyridazin-3-yl]phenol